C1(=CC=CC=2C3=CC=CC=C3CC12)COC(N[C@H](C(OC[C@H](NC(OC(C)(C)C)=O)C(=O)O)=O)COC(C)(C)C)=O (3S,7S)-7-carboxy-3-[(tert-butoxy)methyl]-11,11-dimethyl-4,9-dioxo-5,10-dioxa-2,8-diazadodecanoic acid 1-fluorenylmethyl ester